3-(4-(7-methylquinolin-4-yl)piperazine-1-carbonyl)pyrrolidine-1-carboxylate CC1=CC=C2C(=CC=NC2=C1)N1CCN(CC1)C(=O)C1CN(CC1)C(=O)[O-]